1-{2-[(3-Acetylphenyl)diazenyl]phenyl}-3-[4-chloro-3-(trifluoromethyl)phenyl]urea C(C)(=O)C=1C=C(C=CC1)N=NC1=C(C=CC=C1)NC(=O)NC1=CC(=C(C=C1)Cl)C(F)(F)F